((7-bromo-8-fluoro-2H-chromen-4-yl)oxy)(tert-butyl)dimethylsilane BrC1=CC=C2C(=CCOC2=C1F)O[Si](C)(C)C(C)(C)C